OC1=CC=C(C=C1)C(C1=CC(=C(C=C1)O)OCC1=NC=CC=C1)C1=NC=CC=C1 4-((4-hydroxyphenyl)(pyridin-2-yl)methyl)-2-(pyridin-2-ylmethoxy)phenol